(1S)-1-[4-(propan-2-yl)phenyl]ethan-1-aminium chloride [Cl-].CC(C)C1=CC=C(C=C1)[C@H](C)[NH3+]